((4,6-difluoro-5-(4'-((3-(trifluoromethoxy)azetidin-1-yl)methyl)-[1,1'-biphenyl]-4-yl)-1H-benzo[d]imidazol-2-yl)oxy)-2-methylbenzoic acid FC1=C(C(=CC=2NC(=NC21)OC=2C(=C(C(=O)O)C=CC2)C)F)C2=CC=C(C=C2)C2=CC=C(C=C2)CN2CC(C2)OC(F)(F)F